C(C)(=O)NC=1C(=NN(C(C1)=O)C1=CC=CC=C1)C(=O)N[C@H](C)C1=CC(=CC(=C1)C(F)(F)F)N 4-Acetamido-N-[(1R)-1-[3-amino-5-(trifluoromethyl)phenyl]ethyl]-6-oxo-1-phenyl-pyridazine-3-carboxamide